COC(=O)CCCN1C(C=CC1=O)=O N-(3-methoxycarbonylpropyl)maleimide